NC1=NC=C(N=C1C1=CC(=C(C(=C1)F)F)F)Br 2-Amino-3-(3,4,5-trifluorophenyl)-5-bromopyrazine